C1(CC1)C1=NNC(=C1)NC(CC1=NN(C=C1)C=1SC=C(N1)C)=O N-(3-cyclopropyl-1H-pyrazol-5-yl)-2-(1-(4-methylthiazol-2-yl)-1H-pyrazol-3-yl)acetamide